lithium methyl isopropyl phosphate P(=O)(OC)(OC(C)C)[O-].[Li+]